ClC1=C(C=C2CC(NC2=C1)=O)C(=O)NC(C)C1CCN(CC1)C([C@H](C)NC(OC(C)(C)C)=O)=O tert-butyl ((2S)-1-(4-(1-(6-chloro-2-oxoindoline-5-carboxamido)ethyl)piperidin-1-yl)-1-oxopropan-2-yl)carbamate